benzyl (2-((5-chloro-3-(3-iodophenyl)-3-methyl-4-oxopentyl)sulfonyl)ethyl)(methyl)carbamate ClCC(C(CCS(=O)(=O)CCN(C(OCC1=CC=CC=C1)=O)C)(C)C1=CC(=CC=C1)I)=O